(S)-2-(N-[4-amino-5-(6-methoxypyridine-3-carbonyl)thiazol-2-yl]-3,4-difluoro-anilino)propanamide NC=1N=C(SC1C(=O)C=1C=NC(=CC1)OC)N(C1=CC(=C(C=C1)F)F)[C@H](C(=O)N)C